C[C@H]1N(CCOC2=C1C=C(C=C2)C(=O)OCC)C(=O)OC(C)(C)C 4-(tert-butyl) 7-ethyl (R)-5-methyl-2,3-dihydrobenzo[f][1,4]oxazepine-4,7(5H)-dicarboxylate